methyl 6-((4-((6-aminohexyl)carbamoyl)phenyl)(16-((6-(methoxycarbonyl)pyridin-2-yl)methyl)-1,4,10,13-tetraoxa-7,16-diazacyclooctadecan-7-yl)methyl)picolinate NCCCCCCNC(=O)C1=CC=C(C=C1)C(C1=CC=CC(=N1)C(=O)OC)N1CCOCCOCCN(CCOCCOCC1)CC1=NC(=CC=C1)C(=O)OC